BrC1=NC=CC=N1 2-bromo-pyrimidine